ClC1=CC2=C(N=N1)N(C(=C2C2CC2)C2CN(C2)C(=O)OC(C)(C)C)COCC[Si](C)(C)C tert-butyl 3-(3-chloro-5-cyclopropyl-7-{[2-(trimethylsilyl)ethoxy]methyl}pyrrolo[2,3-c]pyridazin-6-yl)azetidine-1-carboxylate